methyl (S)-3-(7-(2,6-dichloro-4-fluorophenyl)-1,3-dihydroisobenzofuran-4-yl)-2-(2,6-difluorobenzamido)propanoate ClC1=C(C(=CC(=C1)F)Cl)C=1C=CC(=C2COCC12)C[C@@H](C(=O)OC)NC(C1=C(C=CC=C1F)F)=O